C(C(C)C)C1=CC=C(C=C1)[I+]C1=CC=C(C=C1)C (4-isobutylphenyl)(p-tolyl)iodonium